(2E)-3-(dimethylamino)-1-(2-furyl)-2-propen-1-one CN(/C=C/C(=O)C=1OC=CC1)C